tert-butyl 4-[3-(3-tert-butoxy-3-oxo-propyl)-1-[1-[(4-methoxyphenyl) methyl]-2,6-dioxo-3-piperidyl]-2-oxo-benzimidazol-5-yl]piperidine-1-carboxylate C(C)(C)(C)OC(CCN1C(N(C2=C1C=C(C=C2)C2CCN(CC2)C(=O)OC(C)(C)C)C2C(N(C(CC2)=O)CC2=CC=C(C=C2)OC)=O)=O)=O